C(#N)C1=C(C=CC(=C1NC=1C(=C2C(N(C=NC2=CC1)C)=O)C)F)N(S(=O)(=O)CCC)COCC[Si](C)(C)C N-(2-cyano-3-((3,5-dimethyl-4-oxo-3,4-dihydro-quinazolin-6-yl)amino)-4-fluorophenyl)-N-((2-(trimethylsilyl)ethoxy)methyl)propane-1-sulfonamide